C(C)(C)(C)OC(=O)N(C(=O)OC(C)(C)C)C1=CC(=NC2=CC=C(C=C12)OC[C@H](C(=O)O)O[Si](C)(C)C(C)(C)C)Cl (R)-3-((4-(N,N-bis(tert-butoxycarbonyl)amino)-2-chloroquinolin-6-yl)oxy)-2-((tert-butyldimethylsilyl)oxy)propionic acid